O(C1=CC=CC=C1)C1=C(COC2=CC=C(C=C2)CCC(=O)O)C=CC=C1 3-(4-((2-phenoxybenzyl)oxy)phenyl)propionic acid